(S)-N6-((1-(2,3-dichlorophenyl)piperidin-4-yl)methyl)-N6-propyl-4,5,6,7-tetrahydrobenzo[d]thiazole-2,6-diamine hydrochloride Cl.ClC1=C(C=CC=C1Cl)N1CCC(CC1)CN([C@@H]1CC2=C(N=C(S2)N)CC1)CCC